S1C=NC2=C1C=CC(=C2)OC2=CC=NC1=CC(=CC=C21)C2=CC=C(C=C2)C(=O)N2CCN(CC2)C (4-(4-(benzo[d]thiazol-5-yloxy)quinolin-7-yl)phenyl)(4-methylpiperazin-1-yl)methanone